4,5-difluoro-1H-indazole FC1=C2C=NNC2=CC=C1F